N-(5-(((5-(tert-butyl)oxazol-2-yl)methyl)thio)thiazol-2-yl)-1'-(4-(2,4-dioxotetrahydropyrimidin-1(2H)-yl)benzyl)-[1,4'-bipiperidine]-4-carboxamide C(C)(C)(C)C1=CN=C(O1)CSC1=CN=C(S1)NC(=O)C1CCN(CC1)C1CCN(CC1)CC1=CC=C(C=C1)N1C(NC(CC1)=O)=O